1-(3-(((6-amino-5-(4-phenoxyphenyl)pyrimidin-4-yl)amino)methyl)piperidin-1-yl)prop-2-en-1-one NC1=C(C(=NC=N1)NCC1CN(CCC1)C(C=C)=O)C1=CC=C(C=C1)OC1=CC=CC=C1